(S)-tert-butyl-2-(((S)-1-cyano-2-(2-fluoro-4-(3-methyl-2-oxo-2,3-dihydrobenzo[d]oxazol-5-yl)phenyl)ethyl)carbamoyl)-1,4-oxazepane-4-carboxylate C(C)(C)(C)OC(=O)N1C[C@H](OCCC1)C(N[C@@H](CC1=C(C=C(C=C1)C=1C=CC2=C(N(C(O2)=O)C)C1)F)C#N)=O